2,3,6,6-tetramethyl-2-cyclohexenecarboxylic acid ethyl ester C(C)OC(=O)C1C(=C(CCC1(C)C)C)C